[C-]#N.OCC(O)CO glycerol cyanide